FC=1C=C(C=NC1)[C@H]1N(OCC1)C(=O)C1CCN(CC1)C1=NC=C(C(=N1)C(=O)N)C 2-[4-[(3S)-3-(5-fluoro-3-pyridinyl)isoxazolidine-2-carbonyl]-1-piperidinyl]-5-methyl-pyrimidine-4-carboxamide